2,2,2-trifluoro-N-((1R,4R)-4-(((5-fluoro-2-((4-morpholinophenyl)amino)pyrimidin-4-yl)oxy)methyl)cyclohexyl)acetamide FC(C(=O)NC1CCC(CC1)COC1=NC(=NC=C1F)NC1=CC=C(C=C1)N1CCOCC1)(F)F